N=1ON=C2C1C=CC(=C2)/C=C/C2=CC=C(C(=O)NC=1C=C(N(C1)C)C(=O)NC=1C=C(N(C1)C)C(=O)N)C=C2 4-(4-(4-((E)-2-(benzo[c][1,2,5]oxadiazol-5-yl)vinyl)benzoylamino)-1-methyl-1H-pyrrole-2-carboxamido)-1-methyl-1H-pyrrole-2-carboxamide